C(C)NC(=O)NC1=NC=CC(=C1F)CC1CCN(CC1)C=1C(=NC(=CC1)C=1NC=CN1)F 1-ethyl-3-(3-fluoro-4-((1-(2-fluoro-6-(1H-imidazol-2-yl)pyridin-3-yl)piperidin-4-yl)methyl)pyridin-2-yl)urea